ClC1=C(C(=O)N(C1=O)C1=CC(=CC=C1)N1C(C(=C(C1=O)Cl)Cl)=O)Cl 1,3-bis(dichloromaleimido)benzene